1-amino-N-[2-(2,5-dioxo-2,5-dihydro-1H-pyrrol-1-yl)ethyl]cyclopropanecarboxamide NC1(CC1)C(=O)NCCN1C(C=CC1=O)=O